C(#C)C=1C=NC(=NC1)N[C@@H]1C[C@H](CC1)NC1=C(C=C(C=N1)N1C(C=CC=C1)=O)F 6'-(((1S,3S)-3-((5-ethynylpyrimidin-2-yl)amino)cyclopentyl)amino)-5'-fluoro-2H-[1,3'-bipyridyl]-2-one